BrCC1=C(C(=O)OC)C=CC=C1[N+](=O)[O-] methyl 2-(bromomethyl)-3-nitrobenzoate